ClC=1C=C2C=C(NC2=CC1OCC=1N=CSC1)CNC([C@@H](C)OC)=O (R)-N-((5-chloro-6-(thiazol-4-ylmethoxy)-1H-indol-2-yl)methyl)-2-methoxypropanamide